FC1=C2C=CN(C2=C(C=C1)C)C1=CC(=CC=C1)N1CC(N(CC1)C)=O 4-fluoro-7-methyl-N-(3-(4-methyl-3-oxopiperazin-1-yl)phenyl)-1H-indole